IC1=C(C=CC=C1)N=C=[Se] 1-iodo-2-isoselenocyanatobenzene